N1C=C(C2=CC=CC=C12)C1(N=C2C=CC=CC2=C1)C1=CC=CC=C1 2-(1H-indol-3-yl)-2-phenyl-indol